6-chloro-N-((1r,4r)-4-(4-cyano-3-methoxyphenoxy)cyclohexyl)pyridazine-3-carboxamide ClC1=CC=C(N=N1)C(=O)NC1CCC(CC1)OC1=CC(=C(C=C1)C#N)OC